(R)-7-(7-aminohept-5-yn-1-yl)-N-(1-(3-bromophenyl)ethyl)-6-methoxy-2-methyl-quinazolin-4-amine NCC#CCCCCC1=C(C=C2C(=NC(=NC2=C1)C)N[C@H](C)C1=CC(=CC=C1)Br)OC